O1CCC2=NC(=CC=C21)C(C)O 1-(2,3-dihydrofuro[3,2-b]pyridin-5-yl)ethan-1-ol